C1=C(C=CC2=CC=CC=C12)C(=O)NC1=C(C(=O)N[C@@H](CC2=CC=CC=C2)C(=O)OC)C=CC(=C1)F Methyl (2-(2-naphthamido)-4-fluorobenzoyl)-L-phenylalaninate